BrC=1C=C(OCCCC(C#N)C)C=CC1C 5-(3-bromo-4-methylphenoxy)-2-methylpentanenitrile